C(\C=C\C(=O)[O-])(=O)[O-].C[N+](CCO)(CC1=CC=CC=C1)C.C[N+](CCO)(CC1=CC=CC=C1)C bis-(dimethylbenzyl-(2-hydroxyethyl)ammonium) fumarate